bis(3-carboxyphenoxy)biphenyl C(=O)(O)C=1C=C(OC2=CC=C(C=C2)C2=CC=C(C=C2)OC2=CC(=CC=C2)C(=O)O)C=CC1